2-trans-1-hydroxy-2-[[2-[2-oxo-3-(3-oxo-4H-pyrido[3,2-b][1,4]oxazin-6-yl)-1,3-oxazolidin-5-yl]ethylamino]methyl]-2,3-dihydro-1H-indene-4-carbonitrile OC1C(CC=2C(=CC=CC12)C#N)CNCCC1CN(C(O1)=O)C=1C=CC=2OCC(NC2N1)=O